NC=1C=C(C=CC1)N1CCC(CC1)(F)CC(=O)OC(C)(C)C tert-butyl 2-[1-(3-aminophenyl)-4-fluoro-4-piperidyl]acetate